C(C)C=1C(=NN2C1C=C(C=C2)OC2=NC=CC=C2OCC(F)(F)F)C(=O)NC2(CCS(CC2)(=O)=O)C 3-Ethyl-N-(4-methyl-1,1-dioxidotetrahydro-2H-thiopyran-4-yl)-5-((3-(2,2,2-trifluoroethoxy)pyridin-2-yl)oxy)pyrazolo[1,5-a]pyridine-2-carboxamide